(3S)-1-(4-fluorophenyl)-3-{methyl[2-(pyridin-2-yl)-5H,6H,7H-cyclopenta[d]pyrimidin-4-yl]amino}pyrrolidin-2-one FC1=CC=C(C=C1)N1C([C@H](CC1)N(C=1C2=C(N=C(N1)C1=NC=CC=C1)CCC2)C)=O